7-benzyloxy-N-[[4-[1-(2,6-dioxo-3-piperidyl)-3-methyl-2-oxo-benzimidazol-5-yl]cyclohexyl]methyl]-5-fluoro-6-(1,1,4-trioxo-1,2,5-thiadiazolidin-2-yl)naphthalene-2-carboxamide C(C1=CC=CC=C1)OC1=C(C(=C2C=CC(=CC2=C1)C(=O)NCC1CCC(CC1)C1=CC2=C(N(C(N2C)=O)C2C(NC(CC2)=O)=O)C=C1)F)N1S(NC(C1)=O)(=O)=O